CN(C)CCCOC(C(=C)C)=O.CN1C=NC=2C=NN(C(C21)=O)CC(=O)N[C@@H](C)C2=CC=C(C=C2)C(F)(F)F (S)-2-(3-methyl-4-oxo-3,4-dihydro-5H-imidazo[4,5-d]pyridazin-5-yl)-N-(1-(4-(trifluoromethyl)phenyl)ethyl)acetamide N,N-dimethylaminopropyl-methacrylate